Diethyl (4-hydroxyphenylthio)methylphosphonate OC1=CC=C(C=C1)SCP(OCC)(OCC)=O